ClC=1C(=C(CNC(CN(C(CN2N=C(C3=CC(=CC=C23)NCC2CCCCC2)C(=O)N)=O)C2CC2)=O)C=CC1)F 1-(2-((2-(3-chloro-2-fluorobenzylamino)-2-oxoethyl)(cyclopropyl)amino)-2-oxoethyl)-5-(cyclohexylmethylamino)-1H-indazole-3-carboxamide